NC1=NC=C(C=C1C=1C=C2CCNC(C2=CC1)=O)C1=CC=C(C=C1)N1C[C@H](CC1)F (S)-6-(2-amino-5-(4-(3-fluoropyrrolidin-1-yl)phenyl)pyridin-3-yl)-3,4-dihydroisoquinolin-1(2H)-one